6-(7,8-dimethyl-[1,2,4]triazolo[4,3-b]pyridazin-6-yl)-N-(1-methyl-1H-pyrazol-5-yl)-5,6,7,8-tetrahydro-1,6-naphthyridin-3-amine CC1=C(C=2N(N=C1N1CC=3C=C(C=NC3CC1)NC1=CC=NN1C)C=NN2)C